8-(4-Methoxyphenyl)-3-methyl-7-(4-((4-(methylsulfonyl)piperidin-1-yl)methyl)phenyl)-1-phenyl-3,6-dihydroimidazo[4,5-d]pyrrolo[2,3-b]pyridin-2(1H)-on COC1=CC=C(C=C1)C1=C(NC2=NC=C3C(=C21)N(C(N3C)=O)C3=CC=CC=C3)C3=CC=C(C=C3)CN3CCC(CC3)S(=O)(=O)C